O=C1NC(CCC1N1C(C2=CC=CC(=C2C1)C#CCOCCOCCOCCOCCC(=O)OC(C)(C)C)=O)=O tert-butyl 3-[2-[2-[2-[3-[2-(2,6-dioxo-3-piperidyl)-1-oxo-isoindolin-4-yl]prop-2-ynoxy]ethoxy]ethoxy]ethoxy]propanoate